N'-{(4-benzyl-1,4,8-triazacycloundecane-1,8-diyl)bis[methylene(2-hydroxy-5-methyl-3,1-phenylene)]}bis(2,3-dihydroxypropionamide) C(C1=CC=CC=C1)N1CCN(CCCN(CCC1)CC=1C(=C(C=C(C1)C)C(C(=O)N)(CO)O)O)CC=1C(=C(C=C(C1)C)C(C(=O)N)(CO)O)O